FC(C1=CN=C2N1N=C(C=C2)C2=CNC=1N=C(N=CC12)C=1C=C2C=CC=NC2=CC1)F 6-(5-(3-(difluoromethyl)imidazo[1,2-b]pyridazin-6-yl)-7H-pyrrolo[2,3-d]pyrimidin-2-yl)quinoline